C(C)(C)(C)C=1C(=C(C=C(C1)C)N1N=C2C(=N1)C=CC=C2)O 2-(3-tert-butyl-2-hydroxy-5-methylphenyl)-2H-benzotriazole